C(C)(C)(C)OC(N[C@@H]1C(N(C2=C(OC1)C=CC(=C2)OCC=2C=NC(=CC2)F)C)=O)=O (S)-(7-((6-Fluoropyridin-3-yl)methoxy)-5-methyl-4-oxo-2,3,4,5-tetrahydrobenzo[b][1,4]oxazepin-3-yl)carbamic acid tert-butyl ester